ClC1=C(CN2C=CC3=CC(=CC=C23)C(=O)OC)C(=CC=C1)Cl methyl 1-(2,6-dichlorobenzyl)-1H-indole-5-carboxylate